FC=1C=C(C(=O)NC2=C3C=C4C(=CCCC4=CC3=CC=C2)[N+](=O)[O-])C=CC1F 3,4-Difluoro-N-(4-nitro-1,2-dihydroanthracen-5-yl)benzamide